1-ethyl-5-(3-isopropyl-5-(1-(oxetan-3-yl)piperidin-4-yl)-1H-indol-2-yl)-3,4-dimethylpyridin-2(1H)-one C(C)N1C(C(=C(C(=C1)C=1NC2=CC=C(C=C2C1C(C)C)C1CCN(CC1)C1COC1)C)C)=O